FC1=CC=C(C=C1)CC(=O)N1CC2(CN(C2)C(C(=O)C2=CC=CC=C2)(C)C)C1 2-{6-[2-(4-Fluoro-phenyl)-acetyl]-2,6-diaza-spiro[3.3]hept-2-yl}-2-methyl-1-phenyl-propan-1-one